2-((1S,6R)-6-(difluoromethyl)-3-azabicyclo[4.1.0]heptan-3-yl)-N-(1-(4,4-difluoropiperidin-1-yl)-2-oxo-1,2-dihydropyridin-3-yl)-6-fluoro-4-((2-hydroxyethyl)sulfonamido)benzamide FC([C@@]12CCN(C[C@H]2C1)C1=C(C(=O)NC=2C(N(C=CC2)N2CCC(CC2)(F)F)=O)C(=CC(=C1)NS(=O)(=O)CCO)F)F